C1=NC=CC2=CC(=CC=C12)CN1C[C@H](CC1)OC1=CC=C2CN(C(C2=C1)=O)C1C(NC(CC1)=O)=O 3-(6-(((S)-1-(Isoquinolin-6-ylmethyl)pyrrolidin-3-yl)oxy)-1-oxoisoindolin-2-yl)piperidine-2,6-dione